1-NITROSO-2-METHYL-2,3-DIHYDROINDOLE N(=O)N1C(CC2=CC=CC=C12)C